FC(COC(=O)C=1C(NC(N([C@H]2C[C@H](O)[C@@H](CO)O2)C1)=O)=O)(F)F 5-(2,2,2-trifluoroethoxy-carbonyl)-2'-deoxyuridine